thiouracilOne N1C(=S=O)NC(=O)C=C1